trans-1-(6-((4-cyclopropylphenyl)amino)pyrimidin-4-yl)-4-(3,4-Dihydroisoquinolin-2(1H)-yl)piperidin-3-ol C1(CC1)C1=CC=C(C=C1)NC1=CC(=NC=N1)N1C[C@H]([C@@H](CC1)N1CC2=CC=CC=C2CC1)O